8'-Bromo-1-butyl-7'-fluoro-3'-methylspiro[azetidine-3,1'-pyrrolo[2,3-c]quinolin]-2'(3'H)-one BrC1=CC=2C3=C(C=NC2C=C1F)N(C(C31CN(C1)CCCC)=O)C